tert-Butyl (R)-(1-(hydroxyimino)-3-methoxypropan-2-yl)carbamate ON=C[C@H](COC)NC(OC(C)(C)C)=O